1-(6-chloro-3-(1-methoxycyclopropyl)pyridin-2-yl)-N,N-dimethylmethanamine ClC1=CC=C(C(=N1)CN(C)C)C1(CC1)OC